1,2,3-triazol-5-yl-[8-{[4-(trifluoromethyl)phenyl]sulfonyl}-3,8-diazabicyclo[3.2.1]oct-3-yl]methanone N1N=NC=C1C(=O)N1CC2CCC(C1)N2S(=O)(=O)C2=CC=C(C=C2)C(F)(F)F